tert-butyl (2R,5S)-2-methyl-4-oxamoyl-5-phenyl-piperazine-1-carboxylate tert-Butyl-(2R,5S)-2-methyl-4-[2-oxo-2-(2,2,2-trifluoroethoxy)acetyl]-5-phenyl-piperazine-1-carboxylate C(C)(C)(C)OC(=O)N1[C@@H](CN([C@H](C1)C1=CC=CC=C1)C(C(OCC(F)(F)F)=O)=O)C.C[C@H]1N(C[C@@H](N(C1)C(C(=O)N)=O)C1=CC=CC=C1)C(=O)OC(C)(C)C